O1C=C(C=C1)C=1C=C(C=CC1)[C@H](CC(=O)O)NC(=O)NC=1C(N(C=CC1O)C)=O (S)-3-(3-(furan-3-yl)phenyl)-3-(3-(4-hydroxy-1-methyl-2-oxo-1,2-dihydropyridin-3-yl)ureido)propanoic acid